C(N)(=O)CN(C1=C(C=CC(=N1)C(=O)O)[C@@H]1CC2(CC(C2)(F)F)CCN1CC1=C2C=CNC2=C(C=C1OC)C)C 6-[(carbamoylmethyl)(methyl)amino]-5-[(6S)-2,2-difluoro-7-[(5-methoxy-7-methyl-1H-indol-4-yl)methyl]-7-azaspiro[3.5]nonan-6-yl]pyridine-2-carboxylic acid